C(OCCl)Cl 1,1'-dichlorodimethyl ether